1-(2-methoxyethyl)imidazoline COCCN1C=NCC1